C(C)(C)(C)OC(=O)N1C2CN(CC1CC2)CC2=C(N=C1N2C=CC=C1)C=1C=NC(=CC1)C(C)C tert.-Butyl-3-{[2-(6-isopropylpyridin-3-yl)-imidazo[1,2-a]pyridin-3-yl]methyl}-3,8-diazabicyclo[3.2.1]octane-8-carboxylate